F[C@@H]1[C@@H](C1)C(=O)NC1=NC=C2C=C(C(N(C2=C1)C)=O)C=1C=NC(=CC1C)[C@@H](CC)O (1S,2S)-2-fluoro-N-(3-(6-((R)-1-hydroxypropyl)-4-methylpyridin-3-yl)-1-methyl-2-oxo-1,2-dihydro-1,6-naphthyridin-7-yl)cyclopropane-1-carboxamide